FC1=C(C[C@]2(C[C@H](CC2)NS(=O)(=O)C)C(=O)N)C=CC=C1C=1C(=NC=CC1)OC (1R,3S)-1-(2-fluoro-3-(2-methoxypyridin-3-yl)benzyl)-3-(methylsulfonamido)cyclopentane-1-carboxamide